3-(2-(3-(4-aminopyrido[3,2-d]pyrimidin-6-yl-2-d)phenyl)oxazol-4-yl)-3-hydroxy-1-methylpyrrolidin-2-one NC=1C2=C(N=C(N1)[2H])C=CC(=N2)C=2C=C(C=CC2)C=2OC=C(N2)C2(C(N(CC2)C)=O)O